(R)-5-(3-{5-[(R)-(1,3-dimethyl-azetidin-3-yl)-hydroxy-(4-isopropyl-phenyl)-methyl]-pyridin-3-yl}-[1,2,4]Oxadiazol-5-yl)-pyrrolidin-2-one CN1CC(C1)(C)[C@@](C=1C=C(C=NC1)C1=NOC(=N1)[C@H]1CCC(N1)=O)(C1=CC=C(C=C1)C(C)C)O